tert-butyl-peroxydecane C(C)(C)(C)OOCCCCCCCCCC